FC(COC1=C(C=C(C(=N1)OC)NS(=O)(=O)C1=CN=C2N1C=CN(C2=O)C)F)F N-[6-(2,2-difluoroethoxy)-5-fluoro-2-methoxy-3-pyridyl]-8-keto-7-methyl-imidazo[1,2-a]pyrazine-3-sulfonamide